6-(1-((3-chloro-1-(methyl-d3)-1H-pyrazol-4-yl)sulfonyl)piperidin-4-yl)-7-fluoro-[1,2,4]triazolo[1,5-a]pyridine ClC1=NN(C=C1S(=O)(=O)N1CCC(CC1)C=1C(=CC=2N(C1)N=CN2)F)C([2H])([2H])[2H]